The molecule is a corticotropin-releasing hormone from human/rat composed of Ser, Glu, Glu, Pro, Pro, Ile, Ser, Leu, Asp, Leu, Val, Phe, His, Leu, Leu, Arg, Glu, Val, Leu, Glu, Met, Ala, Arg, Ala, Glu, Gln, Leu, Ala, Gln, Gln, Ala, His, Ser, Asn, Arg, Lys, Leu, Met, Glu, Ile and Ile-NH2 residues joined in sequence. It is a corticotropin-releasing hormone and a peptidyl amide. CC[C@H](C)[C@@H](C(=O)N)NC(=O)[C@H]([C@@H](C)CC)NC(=O)[C@H](CCC(=O)O)NC(=O)[C@H](CCSC)NC(=O)[C@H](CC(C)C)NC(=O)[C@H](CCCCN)NC(=O)[C@H](CCCNC(=N)N)NC(=O)[C@H](CC(=O)N)NC(=O)[C@H](CO)NC(=O)[C@H](CC1=CNC=N1)NC(=O)[C@H](C)NC(=O)[C@H](CCC(=O)N)NC(=O)[C@H](CCC(=O)N)NC(=O)[C@H](C)NC(=O)[C@H](CC(C)C)NC(=O)[C@H](CCC(=O)N)NC(=O)[C@H](CCC(=O)O)NC(=O)[C@H](C)NC(=O)[C@H](CCCNC(=N)N)NC(=O)[C@H](C)NC(=O)[C@H](CCSC)NC(=O)[C@H](CCC(=O)O)NC(=O)[C@H](CC(C)C)NC(=O)[C@H](C(C)C)NC(=O)[C@H](CCC(=O)O)NC(=O)[C@H](CCCNC(=N)N)NC(=O)[C@H](CC(C)C)NC(=O)[C@H](CC(C)C)NC(=O)[C@H](CC2=CNC=N2)NC(=O)[C@H](CC3=CC=CC=C3)NC(=O)[C@H](C(C)C)NC(=O)[C@H](CC(C)C)NC(=O)[C@H](CC(=O)O)NC(=O)[C@H](CC(C)C)NC(=O)[C@H](CO)NC(=O)[C@H]([C@@H](C)CC)NC(=O)[C@@H]4CCCN4C(=O)[C@@H]5CCCN5C(=O)[C@H](CCC(=O)O)NC(=O)[C@H](CCC(=O)O)NC(=O)[C@H](CO)N